N,N'-dimethyl-pyridinetriethylamine CNCCC1=NC=CC(=C1CCNC)CCN